1,1-dichloromethane ClCCl